methyl (1S,3S)-3-((2-(5-chloro-3-(((methyl(propyl)carbamoyl)oxy)methyl)thiophen-2-yl)-4-methylpyrimidin-5-yl)oxy)cyclohexane-1-carboxylate ClC1=CC(=C(S1)C1=NC=C(C(=N1)C)O[C@@H]1C[C@H](CCC1)C(=O)OC)COC(N(CCC)C)=O